tert-Butyl (1-(2-(4-methoxy-1-methyl-6-oxo-1,6-dihydropyridin-3-yl)benzyl)piperidin-4-yl)carbamate COC=1C(=CN(C(C1)=O)C)C1=C(CN2CCC(CC2)NC(OC(C)(C)C)=O)C=CC=C1